N-[4-[(E)-3-[4-[2-Hydroxyethyl(methyl)amino]phenyl]prop-2-enoyl]phenyl]furan-2-carboxamide OCCN(C1=CC=C(C=C1)/C=C/C(=O)C1=CC=C(C=C1)NC(=O)C=1OC=CC1)C